5-Amino-1-isopropyl-3-[4-([[3-(4-methylpyridin-3-yl)-1,2-oxazol-5-yl]carbamoyl]methyl)phenyl]pyrazole-4-carboxamide NC1=C(C(=NN1C(C)C)C1=CC=C(C=C1)CC(NC1=CC(=NO1)C=1C=NC=CC1C)=O)C(=O)N